C(=C)(C)[C@@H](CC=O)CCC(=C)C (R)-3-isopropenyl-6-methyl-6-heptenal